[C@@H]1([C@H](O)[C@@H](O)[C@H](O)CO1)O[C@H]1C(O)(O[C@H]([C@@H]1O)CO)C(\C=C\C1=CC(OC)=C(O)C=C1)=O β-D-Xylopyranosyl-(1→2)-5-O-trans-feruloyl-L-arabinofuranose